NC1=NC=C(C=C1C(=O)N[C@@H]1[C@H](COC1)OCC1=CC=C(C=C1)B(O)O)C=1C=NN(C1)C [4-({[(3R,4S)-4-{[2-amino-5-(1-methyl-1H-pyrazol-4-yl)pyridine-3-carbonyl]amino}oxolan-3-yl]oxy}methyl)phenyl]boronic acid